N-(5-(4-((4-([1,2,4]triazolo[1,5-a]pyridin-7-yloxy)-3-chlorophenyl)amino)pyrrolo[2,1-f][1,2,4]triazin-6-yl)-2-(4-methylpiperazin-1-yl)phenyl)acrylamide N=1C=NN2C1C=C(C=C2)OC2=C(C=C(C=C2)NC2=NC=NN1C2=CC(=C1)C=1C=CC(=C(C1)NC(C=C)=O)N1CCN(CC1)C)Cl